ClC=1C(=NC2=CC(=C(N=C2C1N[C@H](C)C=1C=C(C#N)C=C(C1)F)C=1C=NC(=CC1)P(=O)(C)C)F)C 3-[(1R)-1-({3-chloro-6-[6-(dimethylphosphoryl)pyridin-3-yl]-7-fluoro-2-methyl-1,5-naphthyridin-4-yl}amino)ethyl]-5-fluorobenzonitrile